2-(difluoromethyl)-5-(4-((4-(3-(4-methylpiperazin-1-yl)phenyl)-1H-1,2,3-triazol-1-yl)methyl)phenyl)-1,3,4-oxadiazole FC(C=1OC(=NN1)C1=CC=C(C=C1)CN1N=NC(=C1)C1=CC(=CC=C1)N1CCN(CC1)C)F